C1CCCC12OCCN(C2)C(=O)C2=NOC(=N2)C2=C(C(=C(C(=C2)F)F)O)F (6-Oxa-9-azaspiro[4.5]decan-9-yl)(5-(2,4,5-trifluoro-3-hydroxyphenyl)-1,2,4-oxadiazol-3-yl)methanone